[(4-methoxyphenyl)methyl]-N-methyl-3-(1-methylimidazol-4-yl)-4-[[5-(trifluoromethyl)-2-pyridyl]amino]benzenesulfonamide COC1=CC=C(C=C1)CC1=C(C=CC(=C1C=1N=CN(C1)C)NC1=NC=C(C=C1)C(F)(F)F)S(=O)(=O)NC